1-((6-cyclopropyl-8-(2-methoxy-2-oxo-1-(N-(2,2,2-trifluoroethyl)sulfamoyl)ethyl)imidazo[1,2-a]pyridin-2-yl)methyl)-1H-1,2,3-triazole-4-carboxylic acid C1(CC1)C=1C=C(C=2N(C1)C=C(N2)CN2N=NC(=C2)C(=O)O)C(C(=O)OC)S(NCC(F)(F)F)(=O)=O